N1(C=NC=C1)C(=O)C1OCCC1 (1H-imidazol-1-yl)(tetrahydrofuran-2-yl)methanone